N,N-bis-(2-piperazinoethyl)-amine N1(CCNCC1)CCNCCN1CCNCC1